4-ISOBUTYLPHENYLBORONIC ACID C(C(C)C)C1=CC=C(C=C1)B(O)O